2,5-dimethyl-4-mercaptoimidazole CC=1NC(=C(N1)S)C